OC1(COC1)C#CC1=CC2=C(OC[C@@H](C(N2C)=O)NC(C2=NC=CC(=C2)CC=2C=NC=CC2)=O)C=C1 (S)-N-(7-((3-hydroxyoxetan-3-yl)ethynyl)-5-methyl-4-oxo-2,3,4,5-tetrahydrobenzo[b][1,4]oxazepin-3-yl)-4-(pyridin-3-ylmethyl)picolinamide